(S)-α-methyl-2-nitro-benzylamine C[C@@H](C1=C(C=CC=C1)[N+](=O)[O-])N